6-Bromoimidazo[1,2-a]pyridine-3-carbonitrile BrC=1C=CC=2N(C1)C(=CN2)C#N